ethyl-Thiolamine C(C)C1=C(SC=C1)N